N-((S)-1-cyanopropyl)-4-(5-methyl-2-((1-(1,1,1-trifluoropropan-2-yl)-1H-pyrazol-4-yl)amino)pyrimidin-4-yl)benzamide C(#N)[C@H](CC)NC(C1=CC=C(C=C1)C1=NC(=NC=C1C)NC=1C=NN(C1)C(C(F)(F)F)C)=O